C(C1=CC=CC=C1)N1C2=NC=NC(=C2N=C1C1=C(C=C(C=C1)OCCN1CCNCC1)Cl)OC1(CC1)C#N 1-((9-Benzyl-8-(2-chloro-4-(2-(piperazin-1-yl)ethoxy)phenyl)-9H-purin-6-yl)oxy)cyclopropane-1-carbonitrile